C(C)C(CC(=O)NC(C(=O)O)CCN(CCCCC1=NC=2NCCCC2C=C1)CCOC1=C(C=CC=C1)OC)CC 2-(3-ethylpentanoylamino)-4-[2-(2-methoxyphenoxy)ethyl-[4-(5,6,7,8-tetrahydro-1,8-naphthyridin-2-yl)butyl]amino]butanoic acid